COC1=CC(=CC2=C1O[C@H]([C@@H](O2)C)C=2C=NC(=CC2)OC)C(O)([2H])[2H] |r| (+/-)-((trans)-8-methoxy-2-(6-methoxypyridin-3-yl)-3-methyl-2,3-dihydrobenzo[b][1,4]dioxin-6-yl)methan-d2-ol